C1(CCCC1)[C@@H]1NC2=CC=CN=C2[C@H]([C@@H]1C)C(C(=O)N)C(C)(C)C |r| ((2SR,3SR,4RS)-2-Cyclopentyl-3-methyl-1,2,3,4-tetrahydro-1,5-naphthyridin-4-yl)-3,3-dimethylbutanamide